C(C)OC1=CC=C(C=N1)NC=1C=CC=2N(C1)C(=CN2)C2=NC(=NC=C2C)NC2CCC(CC2)N (1r,4r)-N1-(4-(6-((6-Ethoxypyridin-3-yl)amino)imidazo[1,2-a]pyridin-3-yl)-5-methylpyrimidin-2-yl)cyclohexane-1,4-diamine